Disodium Distyryl Biphenyl-Disulfonate C1(=C(C(=CC=C1)S(=O)(=O)OC=CC1=CC=CC=C1)S(=O)(=O)OC=CC1=CC=CC=C1)C1=CC=CC=C1.[Na].[Na]